OC1=C2C(/C(/C=CC2=CC=C1)=N/NC1=CC=C(C=C1)[N+](=O)[O-])=O (3E)-5-Hydroxy-3-[(4-nitrophenyl)hydrazinyliden]-4-oxonaphthalen